Br\C(=C(\C(C)F)/C(F)F)\F Z-1-bromo-1,3-difluoro-2-(difluoromethyl)butene